CC=1C(N(C(N(C1Cl)CC1=CC=C(C=C1)Cl)=O)C[C@H](C)N1N=CN=N1)=O methyl-(S)-3-(2-(2H-tetrazol-2-yl)propyl)-6-chloro-1-(4-chlorobenzyl)pyrimidine-2,4(1H,3H)-dione